butyl-(oxazepin) C(CCC)C1=NOC=CC=C1